(2-(3-cyano-6-(1-methyl-1H-pyrazol-4-yl)pyrazolo[1,5-a]pyridin-4-yl)quinolin-6-yl)acrylamide C(#N)C=1C=NN2C1C(=CC(=C2)C=2C=NN(C2)C)C2=NC1=CC=C(C=C1C=C2)C(C(=O)N)=C